N-[(3R,4S)-3-(3-METHOXYPROPOXY)CHROMAN-4-YL]-1,1-DIPHENYL-METHANIMINE COCCCO[C@H]1COC2=CC=CC=C2[C@@H]1N=C(C1=CC=CC=C1)C1=CC=CC=C1